6-bromo-5-methylimidazo[1,2-a]pyridine-8-carbonitrile BrC=1C=C(C=2N(C1C)C=CN2)C#N